C(#N)[C@@H](C[C@H]1C(NCCC1)=O)NC(=O)[C@H]1N([C@@H]2CC([C@H]1CC2)(F)F)C([C@@H](CC2CC2)NC=2C=NC=C(C2)C)=O (1S,3S,4S)-N-((R)-1-cyano-2-((S)-2-oxopiperidin-3-yl)ethyl)-2-((R)-3-cyclopropyl-2-((5-methylpyridin-3-yl)amino)propanoyl)-5,5-difluoro-2-azabicyclo[2.2.2]octane-3-carboxamide